C(C1=CC=CC=C1)C=1NC(=NN1)C(=O)N[C@@H]1CCC2=C(N(C1=O)C)N=CC=C2 (R)-5-benzyl-N-(9-methyl-8-oxo-6,7,8,9-tetrahydro-5H-pyrido[2,3-B]azepin-7-yl)-4H-1,2,4-triazole-3-carboxamide